OC1=CC=C2N=CC(=NC2=C1)CC1CCN(CC1)C(=O)OC(C)(C)C tert-butyl 4-[(7-hydroxyquinoxalin-2-yl)methyl]piperidine-1-carboxylate